(2-amino-2-(2-(benzyloxy)-5-fluoropyridin-3-yl)cyclopropyl)ethan-1-ol NC1(C(C1)C(C)O)C=1C(=NC=C(C1)F)OCC1=CC=CC=C1